FC1=C2C(=CN=C1N1CCC(CC1)NC1CCOCC1)NC(=C2C(C)C)C=2C=C(C=1N(C2)N=CN1)C 1-(4-fluoro-3-isopropyl-2-(8-methyl-[1,2,4]triazolo[1,5-a]pyridin-6-yl)-1H-pyrrolo[2,3-c]pyridin-5-yl)-N-(tetrahydro-2H-pyran-4-yl)piperidin-4-amine